2-methoxy-4-(6-fluoro-4-trifluoromethylquinazolin-2-yl)amino-N-(2-hydroxyethyl)-benzamide COC1=C(C(=O)NCCO)C=CC(=C1)NC1=NC2=CC=C(C=C2C(=N1)C(F)(F)F)F